4-(4-(4-(4,4-difluoropiperidin-1-yl)-1,3,5-triazin-2-yl)-1H-pyrazol-1-yl)3-(6-azaspiro[2.5]octane-6-yl)aniline FC1(CCN(CC1)C1=NC(=NC=N1)C=1C=NN(C1)C1=C(C=C(N)C=C1)N1CCC2(CC2)CC1)F